1,4-dimethyl-5-aminoimidazole hydrochloride Cl.CN1C=NC(=C1N)C